tert-butyl 3-[8-(hydrazinecarbonyl)-2-(1,1,2,2,2-pentafluoroethyl)imidazo[1,2-a]1,8-naphthyridin-4-yl]pyrrolidine-1-carboxylate N(N)C(=O)C=1N=C2N(C=3N=C(C=C(C3C=C2)C2CN(CC2)C(=O)OC(C)(C)C)C(C(F)(F)F)(F)F)C1